OCCOC1=CC=C(C#N)C=C1 4-(2-Hydroxyethoxy)benzonitrile